C(C)S(=O)(=O)C=1C=CC(=NC1N1CC=2C=NC(=CC2C1=O)C(F)(F)F)N(C(OC1=CC=CC=C1)=O)C phenyl N-[5-ethylsulfonyl-6-[1-oxo-6-(trifluoromethyl)-3H-pyrrolo[3,4-c]pyridin-2-yl]-2-pyridinyl]-N-methyl-carbamate